O.[Na+].C(CC(O)(C(=O)[O-])CC(=O)[O-])(=O)[O-].[Na+].[Na+] Citric acid sodium salt monohydrate